ethyl 3-{1-[4-(benzyloxy)butyl]-4-methyl-1H-benzotriazol-5-yl}-3-(3-{(1R)-1-[6-(benzyloxy)-8-methyl-2,2-dioxo-2H-1,2λ6,3-benzoxathiazin-3(4H)-yl]ethyl}-4-methylphenyl)propanoate C(C1=CC=CC=C1)OCCCCN1N=NC2=C1C=CC(=C2C)C(CC(=O)OCC)C2=CC(=C(C=C2)C)[C@@H](C)N2S(OC1=C(C2)C=C(C=C1C)OCC1=CC=CC=C1)(=O)=O